C(C)(C)(C)OC(=O)N[C@@H](CCCCN)C(=O)O (t-butoxycarbonyl)-lysine